1-benzyl-3-(4-chlorophenyl)-3-methyl-5-phenyl-6-(propylthio)-3,5-diHydroimidazo[4,5-c][1,2]thiazine-4(1H)-one 2,2-dioxide C(C1=CC=CC=C1)N1S(C(C(C2=C1N=C(N2C2=CC=CC=C2)SCCC)=O)(C)C2=CC=C(C=C2)Cl)(=O)=O